(R)-N-(3-chloro-2,4-difluorophenyl)-7-(1-methyl-1H-pyrazol-4-yl)-5-[1-(pyrimidin-2-yl)ethoxy]quinazolin-4-amine ClC=1C(=C(C=CC1F)NC1=NC=NC2=CC(=CC(=C12)O[C@H](C)C1=NC=CC=N1)C=1C=NN(C1)C)F